OC=1C(=CC(=C2C=CC=NC12)[N+](=O)[O-])C(NC(=O)C1CCOCC1)C1=CC=C(C=C1)OC N-[(8-hydroxy-5-nitroquinolin-7-yl)(4-methoxyphenyl)methyl]tetrahydro-2H-pyran-4-carboxamide